cadmium-chromium-iron-nickel [Ni].[Fe].[Cr].[Cd]